NC1(CCOCC1)C(=O)NCCCOCCCCC(NCCOCCOCCCCCCCl)=O 4-amino-N-(22-chloro-9-oxo-4,13,16-trioxa-10-azadocosyl)tetrahydro-2H-pyran-4-carboxamide